C(C(=C)C)(=O)OCC(C)(CO)C neopentyl glycol monomethacrylate